(5S,8S)-1-(9H-fluoren-9-yl)-5,8-dimethyl-3,6,9-trioxo-2-oxo-4,7,10-triazaundecane-11-yl acetate C(C)(=O)OCNC([C@@H](NC([C@@H](NC(C(CC1C2=CC=CC=C2C=2C=CC=CC12)=O)=O)C)=O)C)=O